2,2,2-Trifluoroethyl 2-oxo-2-[(2R,5S)-2-[2-[2-(dimethylamino)-1-methyl-ethyl]-1,3-benzothiazol-5-yl]-5-methyl-1-piperidyl]acetate O=C(C(=O)OCC(F)(F)F)N1[C@H](CC[C@@H](C1)C)C=1C=CC2=C(N=C(S2)C(CN(C)C)C)C1